iso-propyl-carboxylate C(C)(C)C(=O)[O-]